[18F]fluorothymidine CC1=CN(C(=O)NC1=O)[C@H]2C[C@@H]([C@H](O2)CO)[18F]